6-(4-methylpiperidin-1-yl)-2-azaspiro[3.3]heptane CC1CCN(CC1)C1CC2(CNC2)C1